4-Amino-1-[(1R,3R,4R,7S)-1-[[bis(4-methoxyphenyl)-phenyl-methoxy]methyl]-7-hydroxy-5-pyrazin-2-yl-2-oxa-5-azabicyclo[2.2.1]heptan-3-yl]-5-methyl-pyrimidin-2-one NC1=NC(N(C=C1C)[C@@H]1O[C@]2(CN([C@@H]1[C@@H]2O)C2=NC=CN=C2)COC(C2=CC=CC=C2)(C2=CC=C(C=C2)OC)C2=CC=C(C=C2)OC)=O